di(3,5,6-trimethylhexanoyl) peroxide CC(CC(=O)OOC(CC(CC(CC)C)C)=O)CC(CC)C